C(C)(C)C1(CN(C1)C=1OC2=C(C=C(C=C2C(C1)=O)C)C(C)NC1=C(C(=O)O)C=CC=C1)C1=CC=CC=C1 2-[1-[2-(3-Isopropyl-3-phenyl-azetidin-1-yl)-6-methyl-4-oxo-chromen-8-yl]ethylamino]benzoic acid